C1(CC(C(CC1)C(C)(C)O)O)C racemic-trans-p-menthane-3,8-diol